((S)-1-(4-((8-chloro-1,7-naphthyridin-2-yl)amino)bicyclo[2.2.2]oct-1-yl)ethyl)-2-methylpropan-2-sulfinamide ClC=1N=CC=C2C=CC(=NC12)NC12CCC(CC1)(CC2)[C@@H](C)CC(C)(S(=O)N)C